COC1=NC(=NN2C1=C(C=C2)C=2C=C1C=CC=NC1=CC2)NC2CC(C2)(C(=O)NC2(COC2)C)C Trans-3-((4-methoxy-5-(quinolin-6-yl)pyrrolo[2,1-f][1,2,4]triazin-2-yl)amino)-1-methyl-N-(3-methyloxetan-3-yl)cyclobutane-1-carboxamide